CN(C(=O)C1=CC2=C(N=C(N=C2)NC2=NC=C(C=C2)N2CCN(CC2)CCCO)N1C1CCCC1)C 7-Cyclopentyl-2-{5-[4-(3-hydroxypropyl)-piperazin-1-yl]-pyridin-2-ylamino}-7H-pyrrolo[2,3-d]pyrimidine-6-carboxylic acid dimethylamide